2-methyl-5-(6-((5-methylthiazol-2-yl)amino)-4-(morpholinomethyl)pyridin-2-yl)phenylacrylamide CC1=C(C=C(C=C1)C1=NC(=CC(=C1)CN1CCOCC1)NC=1SC(=CN1)C)C(C(=O)N)=C